I\C=C/C(=O)OC(C)C isopropyl (2Z)-3-iodoacrylate